CC=1NC(C2=C(N1)C=NC=C2)=O methyl-pyrido[3,4-d]pyrimidin-4-one